4-ethylenedioxyoxazine C1OC2=CNOC=C2OC1